CC1(CCC1)NCC1=C2C(=NC(=C1)C(=O)O)SC=C2 4-{[(1-methylcyclobutyl)amino]methyl}thieno[2,3-b]pyridine-6-carboxylic acid